6,10-dimethyl-undeca-5,9-dien-2-one CC(=CCCC(C)=O)CCC=C(C)C